ClC1=NC(=CC(=C1)C(C)=O)C 1-(2-chloro-6-methyl-4-pyridinyl)-ethanone